N1(CCCCC1)C=1C=C2C=CC(=CC2=CC1)CO (6-(piperidin-1-yl)naphthalen-2-yl)methanol